4-[2-[(dimethylamino)methyl]-4-(trifluoromethyl)thiazol-5-yl]-N-(1-methylsulfonyl-4-piperidyl)pyrimidin-2-amine CN(C)CC=1SC(=C(N1)C(F)(F)F)C1=NC(=NC=C1)NC1CCN(CC1)S(=O)(=O)C